C(CCC)OC(CCC(C)(OOC(C)(C)C)OOC(C)(C)C)=O.OC1C(OC(C1O)OC)OC 3,4-dihydroxyl-2,5-dimethoxytetrahydrofuran n-butyl-4,4-bis(t-butylperoxy)valerate